ClC1=NN(N=C1)C1=C2C=C(NC2=C(C=C1C(F)(F)F)F)SCC1=CC=C(C=C1)OC 4-(4-chloro-2H-1,2,3-triazol-2-yl)-7-fluoro-2-((4-methoxybenzyl)thio)-5-(trifluoromethyl)-1H-indole